C(COCCNC(C=C)=O)OCCNC(C=C)=O N,N'-((ethane-1,2-diylbis(oxy))bis(ethane-2,1-diyl))diacrylamide